N1=NC=C2N1C(=NC=N2)N Triazolo[1,5-a][1,3,5]Triazin-7-amine